8-(1-((2-bromopyridin-3-yl)amino)ethyl)-3,6-dimethyl-2-(piperidin-1-yl)-4H-chromen-4-one BrC1=NC=CC=C1NC(C)C=1C=C(C=C2C(C(=C(OC12)N1CCCCC1)C)=O)C